([1,1'-biphenyl]-4-yl)-10-bromoanthracene C1(=CC=C(C=C1)C1=CC=CC2=C(C3=CC=CC=C3C=C12)Br)C1=CC=CC=C1